N=1N(N=C2C1C=CC=C2)C=2C(=C(C=C1COC(OC1)(C)C1=CC=C(C=C1)N(CC)CC)C=C(C2)C)O 5-(3-(2H-benzo[d][1,2,3]triazol-2-yl)-2-hydroxy-5-methylbenzylidene)-2-(4-(diethylamino)phenyl)-2-methyl-1,3-dioxane